BrC1=CC=C(C=C1)C(CCCCCCC)(F)F 1-Bromo-4-(1,1-difluorooctyl)benzene